4-(3-chloro-5-fluoro-phenoxy)indan-1-ol ClC=1C=C(OC2=C3CCC(C3=CC=C2)O)C=C(C1)F